C(CCCC#C)OC(C/C(/CCCCO)=C/S(F)(F)(F)(F)F)(C1=CC=CC=C1)C1=CC=CC=C1 (E)-7-(hex-5-yn-1-yloxy)-5-((pentafluoro-λ6-sulfanyl)methylen)-7,7-diphenylheptan-1-ol